9-Acetyl-3-ethyl-4,7-dimethylimidazo[1,5-a]quinazolin-5(4H)-one C(C)(=O)C=1C=C(C=C2C(N(C=3N(C12)C=NC3CC)C)=O)C